tert-butyl (R)-3-(4-(5-(3-cyano-6-(1-methyl-1H-pyrazol-4-yl)pyrazolo[1,5-a]pyrazin-4-yl)pyridin-2-yl)piperazine-1-carbonyl)pyrrolidine-1-carboxylate C(#N)C=1C=NN2C1C(=NC(=C2)C=2C=NN(C2)C)C=2C=CC(=NC2)N2CCN(CC2)C(=O)[C@H]2CN(CC2)C(=O)OC(C)(C)C